ClC1=C(C=CC=C1)C=1NC(=NN1)NC(CN1C(NC(C1=O)(C1=CC2=CC=CC=C2C=C1)C)=O)=O N-[5-(2-chlorophenyl)-4H-1,2,4-triazol-3-yl]-2-[4-methyl-4-(naphthalen-2-yl)-2,5-dioxoimidazolidin-1-yl]acetamide